3-cyclopropyl-4-(3-methyl-4-(methylsulfonyl)phenyl)-1H-pyrrolo[3,2-c]pyridine C1(CC1)C1=CNC2=C1C(=NC=C2)C2=CC(=C(C=C2)S(=O)(=O)C)C